(S)-N-(5-chloropyridin-2-yl)-2-(3,3-difluoropiperidin-1-yl)propanamide ClC=1C=CC(=NC1)NC([C@H](C)N1CC(CCC1)(F)F)=O